C1(CC1)[C@@H](C)N1C(NC(=CC1=O)N[C@@H](C)C1=CC=CC=C1)=O 3-((R)-1-cyclopropylethyl)-6-(((S)-1-phenylethyl)amino)pyrimidine-2,4(1h,3h)-dione